C(C)(=O)C1=C(C=C(C=C1)Cl)C=1C(=NN(C(C1)=O)[C@H](C(=O)NC1=CC(=C(C(=O)OC)C=C1)OC)CC1=CC=CC=C1)OC methyl (S)-4-(2-(4-(2-acetyl-5-chlorophenyl)-3-methoxy-6-oxopyridazin-1(6H)-yl)-3-phenylpropionamido)-2-methoxybenzoate